BrC1=CC=C(C=C1)C=1SC2=C(N1)CC[C@@]1([C@H]3CC[C@]4([C@H]([C@@H]3C[C@@H]([C@H]12)O)CCC4=O)C)C (5aR,5bS,7aS,10aS,10bR,12S,12aS)-2-(4-bromophenyl)-12-hydroxy-5a,7a-dimethyl-4,5,5a,5b,6,7,7a,9,10,10a,10b,11,12,12a-tetradecahydro-8H-cyclopenta[7,8]phenanthro[2,1-d]thiazol-8-one